4-(2-(2-fluorobenzyl)-1-((1r,4r)-4-methoxycyclohexyl)-1H-benzo[d]imidazol-5-yl)-3,5-dimethylisoxazole FC1=C(CC2=NC3=C(N2C2CCC(CC2)OC)C=CC(=C3)C=3C(=NOC3C)C)C=CC=C1